Cl.ClC1=C(C(=CC=C1Cl)F)C1(CNCC1)NC1=CC=C2C(=NN(C2=C1)CCO)C 2-(6-{[3-(2,3-dichloro-6-fluorophenyl)pyrrolidin-3-yl]amino}-3-methylindazol-1-yl)ethanol hydrochloride